(3-methyl-4-phenylpiperazin-1-yl)(naphthalen-2-yl)methanone CC1CN(CCN1C1=CC=CC=C1)C(=O)C1=CC2=CC=CC=C2C=C1